Cl.ClC=1C=C(C=CC1)C1=CCC(CC1)N 4-(3-Chlorophenyl)cyclohex-3-en-1-amine hydrochloride Salt